CC1=NC(=NO1)CN1N=CC2=NC=C(C=C21)C2=CC(=CC=C2)C(F)(F)F 5-Methyl-3-[[6-[3-(trifluoromethyl)phenyl]pyrazolo[4,3-b]pyridin-1-yl]methyl]-1,2,4-oxadiazole